racemic-methyl 4-((1S*-2S*,5S*)-5-((tert-butyldimethylsilyl)oxy)-2-hydroxycyclohexyl)benzoate [Si](C)(C)(C(C)(C)C)O[C@H]1CC[C@@H]([C@@H](C1)C1=CC=C(C(=O)OC)C=C1)O |r|